COC1=NC=CC=C1C1=CNC2=NC(=CC=C21)NC(=O)C2CC2 N-[3-(2-methoxypyridin-3-yl)-1H-pyrrolo[2,3-b]pyridin-6-yl]cyclopropanecarboxamide